FC=1C=C(C(=NC1)N1CCN(CC1)C(=O)C=1C=C2C=C(NC2=C(C1)C1=C(C=CC=C1)OC)C1=CCCN(C1)C(=O)OC(C)(C)C)OC Tert-butyl 5-(5-(4-(5-fluoro-3-methoxypyridin-2-yl)piperazine-1-carbonyl)-7-(2-methoxyphenyl)-1H-indol-2-yl)-3,6-dihydropyridine-1(2H)-carboxylate